Br\C(=C(\C(=O)OCC)/Cl)\I ethyl (E)-3-bromo-2-chloro-3-iodoacrylate